BrC=1C=CC2=C(N=C(O2)C2CCN(CC2)C2=CC=CC=C2)C1 5-bromo-2-(1-phenylpiperidin-4-yl)benzo[d]oxazole